4-methoxy-N-(4-(7-(pyridin-2-yl)-2,7-diazaspiro[3.5]nonan-2-yl)phenyl)benzamide COC1=CC=C(C(=O)NC2=CC=C(C=C2)N2CC3(C2)CCN(CC3)C3=NC=CC=C3)C=C1